C(CCCCCCCCCCCCCCC)(=O)O.CC(COC(C)COC(C)CO)O tripropylene glycol palmitate